NCC(O)C1=CC=C(C=C1)C1=C(C=C(C#N)C=C1)OC1=NC(=NC(=C1)N1CCOCC1)C 4-[4-(2-amino-1-hydroxyethyl)phenyl]-3-(2-methyl-6-morpholin-4-ylpyrimidin-4-yl)oxybenzonitrile